CN1N=CC2=CC=C(C=C12)NC(C)=O N-(1-methyl-1H-indazol-6-yl)acetamide